N1CCC2(CC1)CC1=C(N=CS1)C(C2)=O 5H-spiro[[1,3]benzothiazole-6,4'-piperidin]-4(7H)-one